COC1=C(C(=CC(=C1)C1=CN(C(C(=C1C)C)=O)C)OC)CN1CC(C(CC1)N1CCN(CC1)C1=C(C=C(OC2C(NC(CC2)=O)=O)C=C1)F)(F)F 3-[4-[4-[1-[[2,6-dimethoxy-4-(1,4,5-trimethyl-6-oxo-3-pyridyl)phenyl]methyl]-3,3-difluoro-4-piperidyl]piperazin-1-yl]-3-fluoro-phenoxy]piperidine-2,6-dione